2-((4-((1R,5S)-3,8-diazabicyclo[3.2.1]octan-3-yl)-7-(8-chloronaphthalen-1-yl)-8-fluoropyrido[4,3-d]pyrimidin-2-yl)oxy)-N-(4-((3-methyl-1H-1,2,4-triazol-1-yl)sulfonyl)phenyl)acetamide [C@H]12CN(C[C@H](CC1)N2)C=2C1=C(N=C(N2)OCC(=O)NC2=CC=C(C=C2)S(=O)(=O)N2N=C(N=C2)C)C(=C(N=C1)C1=CC=CC2=CC=CC(=C12)Cl)F